tert-butyl N-[(1S)-2-[[(1S)-1-cyclohexyl-2-[(2S)-2-[4-(3-hydroxybenzoyl)thiazol-2-yl]pyrrolidin-1-yl]-2-oxo-ethyl]amino]-1-methyl-2-oxo-ethyl]-N-methyl-carbamate C1(CCCCC1)[C@@H](C(=O)N1[C@@H](CCC1)C=1SC=C(N1)C(C1=CC(=CC=C1)O)=O)NC([C@H](C)N(C(OC(C)(C)C)=O)C)=O